(1R,5S,6r)-6-(4,5,5-trimethyl-4,5-dihydro-1,2,4-oxadiazol-3-yl)-3-azabicyclo[3.1.0]hexane TFA salt OC(=O)C(F)(F)F.CN1C(=NOC1(C)C)C1[C@H]2CNC[C@@H]12